CC(C)(C)S(=O)NC(CC1=CC=CC=C1)C=1C(=NC=CC1)C=C 2-methyl-N-(2-phenyl-1-(2-vinylpyridin-3-yl)ethyl)propane-2-sulfinamide